[C@@H]12N[C@@H]([C@@H](CC1)C2)C(=O)N2CCC(CC2)C(=O)C2=CN(C1=CN=CC=C12)C1=C(C=C(C=C1)F)C=1C(=NC=NC1)C(C)C (1-((1R,3S,4S)-2-Azabicyclo[2.2.1]heptane-3-carbonyl)piperidin-4-yl)(1-(4-fluoro-2-(4-isopropylpyrimidin-5-yl)phenyl)-1H-pyrrolo[2,3-c]pyridin-3-yl)methanone